C(#N)C1=CC=C(C=C1)C(C)S(=O)(=O)CC(CC)NC(OC1=CC=C(C=C1)F)=O 4-fluorophenyl N-[1-[[[1-(4-cyano-phenyl)ethyl]sulfonyl]methyl]propyl]carbamate